NCC=1C=C(C(=O)O)C=CC1 3-(AMINOMETHYL)BENZOIC ACID